ClC1=NC=C(C(=C1)N(CCCO)C)C1=NN(C=C1)C(F)F 3-((2-Chloro-5-(1-(difluoromethyl)-1H-pyrazol-3-yl)pyridin-4-yl)(methyl)amino)propan-1-ol